ClC=1C(=CC(=C(OCC#N)C1)F)C1=CN=C2N1C=CN=C2NC2=CC(=C(C=C2)C(=O)N2CCC(CC2)C(=O)N2CC(NCC2)CO)C 2-[5-chloro-2-fluoro-4-[8-[4-[4-[3-(hydroxymethyl)piperazine-1-carbonyl]piperidine-1-carbonyl]-3-methyl-anilino]imidazo[1,2-a]pyrazin-3-yl]phenoxy]acetonitrile